C1(=CCCC1)OC(CC=C(C(=O)O[C@]1(CN(C[C@@H]1S(=O)(=O)C1=CC=C(C=C1)Cl)S(=O)(=O)C1=C(C=C(C=C1)Cl)C(F)F)CO)C)OC1=CCCC1 (3r,4s)-1-((4-chloro-2-(difluoromethyl)phenyl)sulfonyl)-4-((4-chlorophenyl)sulfonyl)-3-(hydroxymethyl)pyrrolidin-3-ol Dicyclopentenyloxyethyl-Methacrylat